tert-Butyl ((1R,3R)-3-((3-bromo-5-formyl-1-((2-(trimethylsilyl)ethoxy)methyl)-1H-pyrrolo[2,3-b]pyridin-4-yl)amino)cyclopentyl)carbamate BrC1=CN(C2=NC=C(C(=C21)N[C@H]2C[C@@H](CC2)NC(OC(C)(C)C)=O)C=O)COCC[Si](C)(C)C